(4-(2-(trifluoromethyl)phenyl)piperidin-1-yl)piperidin FC(C1=C(C=CC=C1)C1CCN(CC1)N1CCCCC1)(F)F